C(#N)N=S(=O)(C1=CC=CC=C1)CP(OCC)(OCC)=O diethyl ((N-cyanophenylsulfonimidoyl)methyl)phosphonate